L-4-nitrobutyrate [N+](=O)([O-])CCCC(=O)[O-]